Methyl 3-((4-amino-7-(1H-pyrazol-3-yl)-1H-imidazo[4,5-c]quinolin-2-yl)methyl)pyrrolidine-1-carboxylate NC1=NC=2C=C(C=CC2C2=C1N=C(N2)CC2CN(CC2)C(=O)OC)C2=NNC=C2